6-Bromo-8-(4-methoxy-phenyl)-1,3-dimethyl-9H-pyrido[3,4-b]indole BrC=1C=C2C3=C(NC2=C(C1)C1=CC=C(C=C1)OC)C(=NC(=C3)C)C